C(CC)O[Si](O[Si](OCCC)(OCCC)CCCN(C)CCC)(OCCC)CCCN(C)CCC 3,3'-(1,1,3,3-tetrapropoxydisiloxane-1,3-diyl)bis(N,N-dipropylmethane-1-amine)